COC(=O)C=1N(C=C(C(C1OC)=O)C(=O)O)CC(OC)OC (l)-1-(2,2-dimethoxyethyl)-1,4-dihydro-3-methoxy-4-oxo-2,5-pyridinedicarboxylic acid-2-methyl ester